FC(CN1C=NC(=C1C=1C=CC=2N(C1)C(=CN2)C(=O)N)C2=CC(=C(C=C2)F)F)F 6-(1-(2,2-difluoroethyl)-4-(3,4-difluoro-phenyl)-1H-imidazol-5-yl)imidazo[1,2-a]pyridine-3-carboxamide